C(C)(C)(C)OC(=O)N1CCC(CC1)N1N=CC(=C1)C1=C(C=C(C=C1F)NC(CC1=CC(=CC=C1)C(F)(F)F)=O)F.COC(C)NC(CCCC)=O N-(1-methoxyethyl)valeramide tert-butyl-4-(4-(2,6-difluoro-4-(2-(3-(trifluoromethyl)phenyl)acetamido)phenyl)-1H-pyrazol-1-yl)piperidine-1-carboxylate